Z-(2S,4R)-1-[1-(4-chlorophenyl)-3-methyl-cyclobutanecarbonyl]-4-fluoro-N-[(1S)-1-(2-amino-2-oxo-ethyl)prop-2-ynyl]pyrrolidine-2-carboxamide ClC1=CC=C(C=C1)C1(CC(C1)C)C(=O)N1[C@@H](C[C@H](C1)F)C(=O)N[C@H](C#C)CC(=O)N